OC(CN(CCCN([C@@H](CC1=CNC=N1)C(=O)O)C(=O)OCCCN(CC(CCCCCCCCCC)O)CC(CCCCCCCCCC)O)CC(CCCCCCCCCC)O)CCCCCCCCCC.O(C#N)C1=C(C=C(C=C1)C1(C2=CC=CC=C2C=2C=CC=CC12)C1=CC(=C(C=C1)OC#N)C)C 9,9-bis(4-cyanato-3-methylphenyl)fluorene 3-(bis(2-hydroxydodecyl)amino)propyl-((3-(bis(2-hydroxydodecyl)amino)propoxy)carbonyl)-L-histidinate